BrC1=C(C(=O)NC(C)=N)C(=CC(=C1Br)C(F)(F)F)F 2,3-dibromo-6-fluoro-N-(1-iminoethyl)-4-(trifluoromethyl)benzamide